(E)-α-cyano-4-hydroxycinnamic acid C(#N)/C(/C(=O)O)=C\C1=CC=C(C=C1)O